C(C1=CC=CC=C1)N1C(SC(=C1)C(=O)OCC)=N ethyl 3-benzyl-2-imino-2,3-dihydrothiazole-5-carboxylate